C(CCC)OC(=O)N1C(C(CC1)C1=CC=C(C=C1)CCCCCCCC)CO[Si](C1=CC=CC=C1)(C1=CC=CC=C1)C(C)(C)C.C(C)(C)(C)[C@H]1[C@@H](C1)C1=C(C=C(C=C1)C(C)=O)Cl 1-[4-((1R,2R)-2-tert-butylcyclopropyl)-3-chloro-phenyl]ethanone Butyl-2-((tert-butyldiphenylsilyloxy)methyl)-3-(4-octylphenyl)pyrrolidine-1-carboxylate